FC(OC1=CC=CC=2C(N([C@H]3C=4N([C@@H](C21)C3)C3=C(N4)C=CC(=C3)C#CCCNC(OC(C)(C)C)=O)C([2H])([2H])[2H])=O)F tert-butyl (4-((7R,14R)-1-(difluoromethoxy)-6-(methyl-d3)-5-oxo-5,6,7,14-tetrahydro-7,14-methanobenzo[f]benzo[4,5]imidazo[1,2-a][1,4]diazocin-11-yl)but-3-yn-1-yl)carbamate